3-[2-(2-bromophenylamino)-1-hydroxyethyl]-1H-1,2,4-triazol-5(4H)-one BrC1=C(C=CC=C1)NCC(O)C1=NNC(N1)=O